BrC1=CC=C2CCN(CC2=C1)C1=CC=CC=C1 7-bromo-2-phenyl-1,2,3,4-tetrahydroisoquinoline